2-(5-bromo-3-ethylsulfonyl-2-pyridinyl)-6-(trifluoromethyl)-3H-pyrrolo[3,4-c]pyridin-1-one BrC=1C=C(C(=NC1)N1CC=2C=NC(=CC2C1=O)C(F)(F)F)S(=O)(=O)CC